N1=C(C=CC=C1)NC(=S)N 1-(2-pyridinyl)-2-thiourea